Cl.Cl.COC=1C=NC=CC1C=1C=CC=C2[C@@H](CCOC12)CNC (R)-1-(8-(3-methoxypyridin-4-yl)chroman-4-yl)-N-methylmethanamine dihydrochloride salt